methoxy-4'-(N-methylmethylsulfonamido)-[1,1'-biphenyl]-4-carboxylic acid COC1=C(C=CC(=C1)C(=O)O)C1=CC=C(C=C1)N(S(=O)(=O)C)C